5-bromo-1-(tetrahydropyran-4-ylmethyl)indole-3-carboxylic acid BrC=1C=C2C(=CN(C2=CC1)CC1CCOCC1)C(=O)O